OC1=NC=C(C2=C(C=CC=C12)S(=O)(=O)N1CCC2=CC=C(C=C12)C#N)C 1-[(1-hydroxy-4-methyl-5-isoquinolinyl)sulfonyl]indoline-6-carbonitrile